ClC1=NC(=C(C(=N1)CC(=O)OC)[N+](=O)[O-])Cl Methyl (2,6-dichloro-5-nitropyrimidin-4-yl)acetate